C(C)(=O)N1C2=CC=C(C=C2C=2C=C(C=CC12)C=1N=NN(C1)C=1C(=C(C(=O)O)C=CC1)O)C=1N=NN(C1)C=1C(=C(C(=O)O)C=CC1)O 4'-((9-acetyl-9H-carbazole-3,6-diyl)bis(1H-1,2,3-triazole-4,1-diyl))bis(2-hydroxybenzoic acid)